2,4-di(naphthalen-2-yl)-6-(2-(spiro[fluorene-9,9'-xanthen]-2'-yl)phenyl)-1,3,5-triazine C1=C(C=CC2=CC=CC=C12)C1=NC(=NC(=N1)C1=CC2=CC=CC=C2C=C1)C1=C(C=CC=C1)C1=CC=2C3(C4=CC=CC=C4OC2C=C1)C1=CC=CC=C1C=1C=CC=CC13